ethyl 2,2-difluorobromoacetate FC(C(=O)OCC)(F)Br